C[C@@](C(=O)O)(COC1=CC(=CC=C1)Cl)NC(C1=CC=CC=C1)(C1=CC=CC=C1)C1=CC=CC=C1 (S)-methyl-3-(3-chlorophenoxy)-2-(tritylamino)propionic acid